CC=1C(C(=C(C(C1)=O)C)C)=O trimethyl-1,4-benzoquinone